1,1'-(((8-(7-methoxy-2,3-dihydrobenzo[f][1,4]thiazepin-4(5H)-yl)octyl)azanediyl)bis(butane-4,1-diyl))bis(cyclopropan-1-ol) COC=1C=CC2=C(CN(CCS2)CCCCCCCCN(CCCCC2(CC2)O)CCCCC2(CC2)O)C1